N-(p-tolyl)furan-3-carboxamide C1(=CC=C(C=C1)NC(=O)C1=COC=C1)C